O1CCN(CC1)CC=1C=C(C(=O)NC2=CC(=CC=C2)CNC2=NC=C(C3=C2CCO3)C3=CC=NC=C3)C=CC1 3-(morpholinomethyl)-N-(3-(((7-(pyridin-4-yl)-2,3-dihydrofuro[3,2-c]pyridin-4-yl)amino)methyl)phenyl)benzamide